6-(3-aminopropyl)-2-chloro-N-[(furan-2-yl)methyl]-7H-pyrrolo[2,3-d]pyrimidin-4-amine NCCCC1=CC2=C(N=C(N=C2NCC=2OC=CC2)Cl)N1